N-(2-decylpyrimidin-5-yl)piperazine-1-carboxamide bis-hydrochloride Cl.Cl.C(CCCCCCCCC)C1=NC=C(C=N1)NC(=O)N1CCNCC1